CN1CC(C1)(C)[C@@](O)(C=1C=NC=C(C1)C1=NC(=NO1)N1CCOCC1)C1=CC=C(C=C1)C(C)C (R)-(1,3-Dimethyl-azetidin-3-yl)-(4-isopropyl-phenyl)-[5-(3-morpholin-4-yl-[1,2,4]oxadiazol-5-yl)-pyridin-3-yl]-methanol